OC1CCC(CC1)N(C(=N)NCC1=CC=C(C=C1)[N+](=O)[O-])CC1=CC=C(C=C1)[N+](=O)[O-] 1-((1s,4s)-4-hydroxycyclohexyl)-1,3-bis(4-nitrobenzyl)guanidine